C(CCCCCC)OC(C1=CC(C(=O)O)=CC=C1)=O.C(C1=CC(C(=O)O)=CC=C1)(=O)OCCCCCCCCCC n-decyl isophthalate (n-heptyl)isophthalate